4,5,6,7-tetrahydrooxadiazolo[3,4-a]pyridin-8-ium-3-olate N=1OC(=C2[N+]1CCCC2)[O-]